O1C=CC2=C1C=CC=C2OC2=CC(=CC=C2)Cl 4-(benzofuran-4-yloxy)-2-chlorobenzene